IC=1C=C(N(C)C)C=C(C1)SC1=CC2=CC=CC=C2C=C1 3-iodo-N,N-dimethyl-5-(naphthalen-2-ylthio)aniline